[1,4]Thiazine S1CC=NC=C1